COC(=O)C1=CC=CC2=C1NC(=N2)N2CC1(CC2)C(NC(CC1)=O)=O 2-(6,8-Dioxo-2,7-diazaspiro[4.5]dec-2-yl)-1H-benzo[d]imidazole-7-carboxylic acid methyl ester